C(C1CS1)OCCOC=1C=C2C=CC(=CC2=CC1)C1(C2=CC=CC=C2C=2C=CC=CC12)C1=CC2=CC=C(C=C2C=C1)OCCOCC1CS1 9,9-bis{6-[2-(2,3-epithiopropoxy)ethoxy]-2-naphthyl}fluorene